COC1=C(C=C(C=C1)C)NC(CC(C)=O)=O N-(2-methoxy-5-methylphenyl)-3-oxo-butyramide